3-(((2R,4S,5R)-4-(benzyloxy)-5-((benzyloxy)methyl)tetrahydrofuran-2-yl)methyl)-1-((2-(trimethylsilyl)ethoxy)methyl)pyrimidine-2,4(1H,3H)-dione C(C1=CC=CC=C1)O[C@H]1C[C@@H](O[C@@H]1COCC1=CC=CC=C1)CN1C(N(C=CC1=O)COCC[Si](C)(C)C)=O